N1=C(C=CC=2N=C3COCC4(N3C21)COC2=C4C=CC=C2)C2=CC(=NC=C2)OC2CCC(CC2)O (1r,4r)-4-((4-(6',8'-dihydro-2H-spiro[benzofuran-3,9'-pyrido[3',2':4,5]imidazo[2,1-c][1,4]oxazin]-2'-yl)pyridin-2-yl)oxy)cyclohexanol